N=C(C)NCCC[C@H](N)C(=O)O (L)-N5-(1-iminoethyl)-(L)-ornithine